FC1=CC(=C(C(=C1)C)NS(=O)(=O)C=1C=C(C=NC1OC)NC(=O)C=1N=C(OC1)C1=CC=C(C=C1)F)C N-(5-(N-(4-fluoro-2,6-dimethylphenyl)sulfamoyl)-6-methoxypyridin-3-yl)-2-(4-fluorophenyl)oxazole-4-carboxamide